COCC=1N=C2N(N=CC=C2C(=O)N)C1C(=O)N (methoxymethyl)imidazo[1,2-b]pyridazine-3,8-dicarboxamide